ClC1=CC=C(C=C1)C#CCOC1=C(C=C(C=C1)CCNC(C(C(C)C)NS(=O)(=O)CC)=O)OC N-[2-[4-[[3-(4-chlorophenyl)-2-propyn-1-yl]oxy]-3-methoxyphenyl]ethyl]-3-methyl-2-[(ethylsulfonyl)amino]butanamide